N-((3-fluoro-5-(trifluoromethyl)pyridin-2-yl)methyl)-1-methyl-1H-pyrazol-4-amine FC=1C(=NC=C(C1)C(F)(F)F)CNC=1C=NN(C1)C